7-bromo-2-(5-(6-methylpyridin-2-yl)-1-((2-(trimethylsilyl)ethoxy)methyl)-1H-imidazol-4-yl)-1,5-naphthyridine BrC1=CN=C2C=CC(=NC2=C1)C=1N=CN(C1C1=NC(=CC=C1)C)COCC[Si](C)(C)C